1-[(methylamino)methyl]cyclopentan-1-ol CNCC1(CCCC1)O